N-(3-(2-(2-chloropyrimidin-4-yl)acetyl)-2-fluorophenyl)-2,6-difluorobenzenesulfonamide ClC1=NC=CC(=N1)CC(=O)C=1C(=C(C=CC1)NS(=O)(=O)C1=C(C=CC=C1F)F)F